tert-butyl 3-(2-(4,4-difluorocyclohexylthio)-5-oxo-7,8-dihydropyrido[4,3-d]pyrimidin-6(5H)-yl)propanoate FC1(CCC(CC1)SC=1N=CC2=C(N1)CCN(C2=O)CCC(=O)OC(C)(C)C)F